[Na].[Na].OC=1C(=C(C(=C(C(=O)C2=CC=CC=C2)C1)OC)OC)O dihydroxy-dimethoxybenzophenone, disodium salt